C(C)(C)(C)OC(=O)N1CCC(CC1)C1=NN(C2=CC=CC=C12)C.ClC=1C(=NC=CC1)N1CC(CC1)C1=C(C(=O)N)C=C(C=C1)OC1=C(C=CC=C1)C(C)C 2-(1-(3-Chloropyridinyl)pyrrolidin-3-yl)-5-(2-isopropylphenoxy)benzamide tert-butyl-4-(1-methyl-1H-indazol-3-yl)-piperidine-1-carboxylate